ClC1=C(C(=O)N2COC3=C(C2)C=CC=C3C3=CC(=C(C(=O)OC)C=C3F)N3C2COCC3CC2)C(=CC(=C1)N1CC2(C1)CC(C2)=O)Cl methyl 4-[3-[2,6-dichloro-4-(6-oxo-2-azaspiro[3.3]heptan-2-yl)benzoyl]-2,4-dihydro-1,3-benzoxazin-8-yl]-5-fluoro-2-(3-oxa-8-azabicyclo[3.2.1]octan-8-yl)benzoate